1-amino-4-[tert-butoxycarbonylamino]-5-methyl-2-[2-(trimethylsilyl)ethynyl]pyridin NN1C(C=C(C(=C1)C)NC(=O)OC(C)(C)C)C#C[Si](C)(C)C